Delta-Tocopherol CC1=CC(=CC2=C1O[C@](CC2)(C)CCC[C@H](C)CCC[C@H](C)CCCC(C)C)O